disodium ethylene-diaminetetraacetate dihydrate O.O.C(CN(CC(=O)[O-])CC(=O)[O-])N(CC(=O)O)CC(=O)O.[Na+].[Na+]